OC[C@@H]1[C@H]([C@@H]([C@H](C(O1)O)NC1=CC=C(C2=N[Se]N=C21)[N+](=O)[O-])O)O (3R,4R,5S,6R)-6-(hydroxymethyl)-3-((7-nitrobenzo[c][1,2,5]selenadiazol-4-yl)amino)tetrahydro-2H-pyran-2,4,5-triol